BrC=1C(=C2C(=NC1)NC(=N2)C2=CC=C(C=C2)N2CC(N(CC2)CC=2SC=CN2)C)NC2CCN(CC2)C 6-Bromo-N-(1-methylpiperidin-4-yl)-2-{4-[3-methyl-4-(1,3-thiazol-2-ylmethyl)piperazin-1-yl]phenyl}-3H-imidazo[4,5-b]pyridin-7-amine